C(CC\C=C/CCCCC)=O (Z)-dec-4-enal